ClC1N(CCC2(C1)C(NC1=CC=CC=C12)=O)CCOC=1C=NC=2N(C(CCC2C1)=O)C1CC(C1)(O)CC chloro-1'-[2-({7-oxo-8-[(cis)-3-ethyl-3-hydroxycyclobutyl]-5,6,7,8-tetrahydro-1,8-naphthyridin-3-yl}oxy)ethyl]-1,2-dihydrospiro[indole-3,4'-piperidin]-2-one